3,4-difluoro-2-((2-fluoro-4-iodophenyl)amino)benzamide FC=1C(=C(C(=O)N)C=CC1F)NC1=C(C=C(C=C1)I)F